((1R,3s,5S,6r)-6-(1-isopropyl-3-(3-(trifluoromethyl)phenyl)-1H-1,2,4-triazol-5-yl)bicyclo[3.1.0]hexan-3-yl)-2-thia-7-azaspiro[3.5]nonane 2,2-dioxide C(C)(C)N1N=C(N=C1C1[C@H]2CC(C[C@@H]12)C1S(CC12CCNCC2)(=O)=O)C2=CC(=CC=C2)C(F)(F)F